NC=1SC2=C(N1)C=C(C(=C2)C(=O)OC)OC methyl 2-amino-5-methoxybenzo[d]thiazole-6-carboxylate